BrC=1C=C(C=CC1)CC(C(=O)O)[C@@H]1CN(CC1)C(=O)OC(C)(C)C 3-(3-Bromophenyl)-2-[(3R)-1-tert-butoxycarbonylpyrrolidin-3-yl]propanoic acid